CN1N=CC=2C1=NC=NC2NC2=NNC(=C2)C 1-methyl-4-((5-methyl-1H-pyrazol-3-yl)amino)-1H-pyrazolo[3,4-d]pyrimidine